3,5-di-tert-butyl-4-hydroxy-benzyl-benzene C(C)(C)(C)C=1C=C(CC2=CC=CC=C2)C=C(C1O)C(C)(C)C